2-phenyl-ethanone C1(=CC=CC=C1)CC=O